C(CCCCCCCCCCCCCC)N(CCCCCCCCCCCCCCC)C=1C=CC=2N(C3=CC=C(C=C3SC2C1)OC)C(=O)OC(C)(C)C tert-Butyl 3-(N,N-Dipentadecylamino)-7-methoxy-10H-phenothiazin-10-carboxylate